2-Cyclopropyl-N-[[(1R,2S)-2-hydroxy-cyclohexyl]-methyl]-4-methyl-6-morpholin-4-yl-pyridine-3-carboxylic acid amide C1(CC1)C1=NC(=CC(=C1C(=O)NC[C@@H]1[C@H](CCCC1)O)C)N1CCOCC1